N-(2,6-dimethyl-4-(7-(2,2,2-trifluoro-1-methoxyethoxy)-1,3,4,5-tetrahydro-2H-benzo[c]azepin-2-yl)phenyl)-3,3-dimethylbutanamide CC1=C(C(=CC(=C1)N1CC2=C(CCC1)C=C(C=C2)OC(C(F)(F)F)OC)C)NC(CC(C)(C)C)=O